2-acryloyloxy-2-vinyl-methyl-propane sodium [Na].C(C=C)(=O)OC(CC)(C)C=C